ClC1=CC=C(N=N1)N1N=C(CC1=O)C 1-(6-chloropyridazin-3-yl)-3-methyl-1H-pyrazol-5(4H)-one